tert-butyl (S)-4-(6-(6-ethoxy-2-methyl-2H-indazole-5-carboxamido)pyridazin-3-yl)-6-methyl-3,6-dihydropyridine-1(2H)-carboxylate C(C)OC=1C(=CC2=CN(N=C2C1)C)C(=O)NC1=CC=C(N=N1)C=1CCN([C@H](C1)C)C(=O)OC(C)(C)C